[Li+].C(C(F)(F)S(=O)(=O)[N-]S(=O)(=O)C(F)(F)F)(F)(F)F lithium (trifluoromethanesulfonyl)(pentafluoroethanesulfonyl)imide